C[C@@](CC(=O)[O-])(C(=O)[O-])O The molecule is a citramalate(2-) that is the conjugate base of D-citramalic acid. It is a conjugate base of a D-citramalic acid.